FC1=C(C=2NC3=CC(=CC(=C3C2C(=C1)F)F)F)C1=CC=C(C=CC2=CC=C(C=C2)C2=CC=C(C=C2)C=CC2=CC=C(C=C2)C2=C(C=C(C=3C4=C(C=C(C=C4NC23)F)F)F)F)C=C1 4,4'-bis[4-(2,4,5,7-tetrafluorocarbazolyl)styryl]biphenyl